OC(CC)C1=CC(=C(C=N1)C1=NC=C2C=C(N=CC2=C1)NC(=O)C1CC1)C N-(7-(6-(1-hydroxypropyl)-4-methylpyridin-3-yl)-2,6-naphthyridin-3-yl)cyclopropanecarboxamide